ClC=1C=C(C=CC1Cl)C=1N=CN2C1C(N(C=C2)CC(=O)N2CC(C2)(C)F)=O 1-(3,4-dichlorophenyl)-7-(2-(3-fluoro-3-methylazetidin-1-yl)-2-oxoethyl)imidazo[1,5-a]pyrazin-8(7H)-one